NC1=NC(=C(C=2N1C(N(N2)C2CNCC2)=O)C2=CC(=NC(=C2)C)C)C2=CC=CC=C2 5-amino-8-(2,6-dimethyl-4-pyridinyl)-7-phenyl-2-pyrrolidin-3-yl-[1,2,4]triazolo[4,3-c]pyrimidin-3-one